1-(3-bromo-1-cyclopropyl-1H-1,2,4-triazol-5-yl)ethanol BrC1=NN(C(=N1)C(C)O)C1CC1